C[Si](CCCCC[Si](OCC)(OCC)OCC)(OCC)OCC 1-methyldiethoxysilyl-5-triethoxysilylpentane